N-((6S)-2-(3,8-diazabicyclo[3.2.1]octan-3-yl)-4-fluoro-5,6,7,8-tetrahydroquinolin-6-yl)-3-amino-6-methylthieno[2,3-b]pyridine-2-carboxamide C12CN(CC(CC1)N2)C2=NC=1CC[C@@H](CC1C(=C2)F)NC(=O)C2=C(C=1C(=NC(=CC1)C)S2)N